10-(2,6-difluoro-4-{[2-(methylamino)ethyl]amino}phenyl)-8-ethyl-4-fluoro-15-methyl-9-oxo-6,8,10-triazatricyclo[9.4.0.02,7]pentadeca-1(11),2(7),3,5,12,14-hexaene-13-carbonitrile FC1=C(C(=CC(=C1)NCCNC)F)N1C(N(C=2N=CC(=CC2C=2C(=CC(=CC12)C#N)C)F)CC)=O